BrCC(=O)C=1C(=NN(C1)C)C 2-bromo-1-(1,3-dimethyl-1H-pyrazol-4-yl)ethan-1-one